Cl.NC=1C=CC(=C(C1)C(C)(C)O)S(=O)(=O)C 2-(5-amino-2-(methylsulfonyl)phenyl)propan-2-ol hydrochloride